2-bromo-4-cyclopropylpyrimidine BrC1=NC=CC(=N1)C1CC1